C(CC)O[Ti](OCCC)(OCCC)OCCC tetra-n-propoxytitanium(IV)